L-prolyl-L-glutamine N1[C@@H](CCC1)C(=O)N[C@@H](CCC(N)=O)C(=O)O